5-chloro-N-(3-(2-(cyclopropylamino)-[1,2,4]triazolo[4',3':1,6]pyrido[2,3-d]pyrimidin-6-yl)-4-fluorophenyl)-2-methoxypyridine-3-sulfonamide ClC=1C=C(C(=NC1)OC)S(=O)(=O)NC1=CC(=C(C=C1)F)C1=CC2=C(N=C(N=C2)NC2CC2)N2C1=NN=C2